2-(6-Chloro-benzothiazol-2-ylamino)-1-methyl-1H-benzimidazole ClC1=CC2=C(N=C(S2)NC2=NC3=C(N2C)C=CC=C3)C=C1